NC1=NC(=CC(=N1)C=1C(=C(N(N1)C)C(=O)OCC1=CC=CC=C1)CC1=CC=CC=C1)Cl benzyl 5-(2-amino-6-chloro-pyrimidin-4-yl)-4-benzyl-2-methyl-pyrazole-3-carboxylate